(S)-N-(4-(3-aminopyrrolidin-1-yl)-1,2-dimethyl-1H-benzo[d]imidazol-5-yl)-1-(2,6-dichlorophenyl)-6-oxo-1,6-dihydropyridazine-3-carboxamide N[C@@H]1CN(CC1)C1=C(C=CC=2N(C(=NC21)C)C)NC(=O)C2=NN(C(C=C2)=O)C2=C(C=CC=C2Cl)Cl